CN1N=C2[C@@H](N(CCC2=C1C1=CC(=NN1C)C(F)(F)F)C(=O)C1=C2C=CN(C2=CC=C1)C)C (S)-(2,7-dimethyl-3-(1-methyl-3-(trifluoromethyl)-1H-pyrazol-5-yl)-2,4,5,7-tetrahydro-6H-pyrazolo[3,4-c]pyridin-6-yl)(1-methyl-1H-indol-4-yl)methanone